(2R,4R)-4-((4-acetyl-5-methyl-6-((5-methyl-1H-pyrazol-3-yl)-amino)pyridin-2-yl)methyl)-1-(3-chloro-2-fluorobenzyl)-2-methyl-piperidine-4-carboxylic acid C(C)(=O)C1=CC(=NC(=C1C)NC1=NNC(=C1)C)C[C@@]1(C[C@H](N(CC1)CC1=C(C(=CC=C1)Cl)F)C)C(=O)O